methyl-tris(hydroxyethyl)methylamine sulfate S(=O)(=O)(O)O.CNC(CCO)(CCO)CCO